2-methylpropan-2-yl 3-{6-[5-(chloromethyl)-1,3,4-oxadiazol-2-yl]pyridin-3-yl}tetrahydropyrrole-1-carboxylate ClCC1=NN=C(O1)C1=CC=C(C=N1)C1CN(CC1)C(=O)OC(C)(C)C